C1(CCCC1)N1C(=CC2=C1N=C(N=C2)NC2=NC=C(C=C2)N2CCC(CC2)N2CCN(CC2)CC2=CC=C(C=C2)C2C(NC(CC2)=O)=O)C(=O)N(C)C 7-cyclopentyl-2-((5-(4-(4-(4-(2,6-dioxopiperidin-3-yl)benzyl)piperazin-1-yl)piperidin-1-yl)pyridin-2-yl)amino)-N,N-dimethyl-7H-pyrrolo[2,3-d]pyrimidine-6-carboxamide